C1(=CC=CC=C1)N1C=NC2=C1C(=CC=C2)C#N 1-phenyl-1H-benzo[d]imidazole-7-carbonitrile